ClC1=C(C=CC=C1Cl)N1CCN(CC1)CCCCOC=1C=CC2=C(NC(CO2)=O)C1 6-[4-[4-(2,3-dichlorophenyl)piperazin-1-yl]butoxy]-4H-1,4-benzoxazin-3-one